3-METHYLPHENYLBORONIC ACID CC=1C=C(C=CC1)B(O)O